C1(CC1)C1=C(C(=CC(=C1)F)C(C)C)CC(=O)N[S@@](=O)(=N)C=1SC(=CC1F)C(C)(C)O |o1:17| (S)- or (R)-2-(2-cyclopropyl-4-fluoro-6-isopropylphenyl)-N-(3-fluoro-5-(2-hydroxypropan-2-yl)thiophen-2-ylsulfonimidoyl)acetamide